COC(C1=CC=C2CCCN(C2=N1)C(=O)N)OC 7-(Dimethoxymethyl)-3,4-dihydro-2H-1,8-naphthyridine-1-carboxamide